2-(2,2-difluorocyclopropyl)-naphthalene FC1(C(C1)C1=CC2=CC=CC=C2C=C1)F